bromo-cyclopropylethanone BrCC(=O)C1CC1